(E)-2-(3,5-dihydroxy-4-isopropylphenyl)-3-phenylacrylic acid OC=1C=C(C=C(C1C(C)C)O)/C(/C(=O)O)=C\C1=CC=CC=C1